C(C)(C)C1=NN=C2N1C1=CC=CC=C1C(=N2)N(C2=CC=CC=C2)C isopropyl-N-methyl-N-phenyl-[1,2,4]triazolo[4,3-a]quinazolin-5-amine